(S)-(3R,4R)-3-(5-chloro-4-{[6-chloro-7-(3-fluoro-1-methylpiperidin-4-yl)quinazolin-2-yl]amino}-1H-pyrazol-1-yl)-2-methylbutan-2-ol ClC1=C(C=NN1[C@@H](C(C)(O)C)C)NC1=NC2=CC(=C(C=C2C=N1)Cl)[C@@H]1[C@@H](CN(CC1)C)F